2-(Ethylamino)-4-(3-(2-methyl-2H-indazol-5-yl)-5H-pyrrolo[2,3-b]pyrazin-5-yl)benzoic Acid C(C)NC1=C(C(=O)O)C=CC(=C1)N1C=CC=2C1=NC(=CN2)C2=CC1=CN(N=C1C=C2)C